((2S,6S)-2,6-dimethylpiperazine-1,4-diyl)bis((2-fluoro-4-methoxyphenyl)methanone) C[C@@H]1N([C@H](CN(C1)C(=O)C1=C(C=C(C=C1)OC)F)C)C(=O)C1=C(C=C(C=C1)OC)F